C(C)(C)(C)OC(=O)N1CC(C(C1)=O)COC1=CC=C(C=C1)S(=O)(=O)C 3-((4-(methylsulfonyl)phenoxy)methyl)-4-oxopyrrolidine-1-carboxylic acid tert-butyl ester